FC(C=1N(C(N(C1C(F)(F)F)[Si](C)(C)C)=S)[Si](C)(C)C)(F)F 4,5-bis(trifluoromethyl)-1,3-bis(trimethylsilyl)-imidazole-2-thione